1-(2-chlorophenyl)-4-(cyclopropylamino)-3-fluoro-7-(trifluoromethyl)-1,8-naphthyridin-2(1H)-one ClC1=C(C=CC=C1)N1C(C(=C(C2=CC=C(N=C12)C(F)(F)F)NC1CC1)F)=O